allyl (S)-(5-(benzyloxy)-2-(2-(((tert-butyldimethylsilyl)oxy)-methyl)-4-(4-(N-methylsulfamoyl)phenyl)-1,2,3,6-tetrahydropyridine-1-carbonyl)-4-methoxyphenyl)carbamate C(C1=CC=CC=C1)OC=1C(=CC(=C(C1)NC(OCC=C)=O)C(=O)N1[C@@H](CC(=CC1)C1=CC=C(C=C1)S(NC)(=O)=O)CO[Si](C)(C)C(C)(C)C)OC